tert-Butyl N-[(4S)-4-(3-anilino-2-chlorophenyl)-1-({1-[tert-butyl-(dimethyl)silyloxy]cyclopropyl}-methyl)-4-methyl-6-oxohexa-hydropyrimidin-2-ylidene]-carbamate N(C1=CC=CC=C1)C=1C(=C(C=CC1)[C@]1(NC(N(C(C1)=O)CC1(CC1)O[Si](C)(C)C(C)(C)C)=NC(OC(C)(C)C)=O)C)Cl